bicyclo[4.3.0]non-3,8-diene C12CC=CCC2CC=C1